C[C@H]1CC[C@@H](C[C@H]1O)C(=C)C The molecule is the (1R,2S,5S)-stereoisomer of dihydrocarveol. It has a role as a fungal xenobiotic metabolite. It is an enantiomer of a (+)-neodihydrocarveol.